tert-butyl 4-[2-(2,6-dioxopiperidin-3-yl)-4-fluoro-1-oxo-3H-isoindol-5-yl]-3',3'-difluoro-[1,4'-bipiperidine]-1'-carboxylate O=C1NC(CCC1N1C(C2=CC=C(C(=C2C1)F)C1CCN(CC1)C1C(CN(CC1)C(=O)OC(C)(C)C)(F)F)=O)=O